5-bromo-2-(methoxymethyl)-1-methyl-4-nitro-6-(trifluoromethyl)-1H-benzo[d]imidazole BrC1=C(C2=C(N(C(=N2)COC)C)C=C1C(F)(F)F)[N+](=O)[O-]